F[C@@H]1C[C@@]2(CCCN2C1)COC=1N=C(C2=C(N1)C=C(OC2=O)C2=CC(=CC1=CC=C(C(=C21)C#C[Si](C(C)C)(C(C)C)C(C)C)F)O)N2[C@@H](CC2)C {[(2R,7aS)-2-fluoro-hexahydropyrrolizin-7a-yl]methoxy}-7-{7-fluoro-3-hydroxy-8-[2-(triisopropylsilyl)ethynyl]naphthalen-1-yl}-4-[(2R)-2-methylazetidin-1-yl]pyrano[4,3-d]pyrimidin-5-one